2-[[6-(7-cyano-1H-indol-3-yl)-2-methylpyridin-3-yl]amino]-N,N-dimethylacetamide C(#N)C=1C=CC=C2C(=CNC12)C1=CC=C(C(=N1)C)NCC(=O)N(C)C